FC1=C(C(=CC(=C1)OC)F)N1C(=NC(=C1)C(=O)NC=1C=NNC1)NC(C1=CC=C(C=C1)OC(F)F)=O 1-(2,6-Difluoro-4-methoxyphenyl)-2-[4-(difluoromethoxy)benzamido]-N-(1H-pyrazol-4-yl)-1H-imidazole-4-carboxamide